C(CCC=CCC=CCC=CCC=CCC=CCC=CCC)(=O)[O-] docosa-4,7,10,13,16,19-hexenoate